5-chloro-8-((1-(cyclohexylmethyl)-1H-indol-6-yl)sulfonyl)-3-hydroxyquinazoline-2,4(1H,3H)-dione ClC1=C2C(N(C(NC2=C(C=C1)S(=O)(=O)C1=CC=C2C=CN(C2=C1)CC1CCCCC1)=O)O)=O